tert-butyl (R)-(1-(4-chloro-5-cyanopyridin-3-yl)piperidin-3-yl)(methyl)carbamate ClC1=C(C=NC=C1C#N)N1C[C@@H](CCC1)N(C(OC(C)(C)C)=O)C